NC(O)=[NH2+] isouronium